CC1(CC=C(C1=O)C#C[Si](C)(C)C)C 5,5-dimethyl-2-[2-(trimethylsilyl)ethynyl]cyclopent-2-en-1-one